C(\C=C/C(=O)O)(=O)OC(C1=CC=CC=C1P1CC=CC=2C3=CC=CC=C3C=CC12)=O phosphaphenanthrenebenzoic acid maleic (anhydride)